ClC=1C(=C(N)C=CC1OC)C(F)(F)F 3-chloro-4-methoxy-2-(trifluoromethyl)aniline